tert-Butyl endo-3-((8-((3-methyl-4-((1-methyl-1H-benzo[d]imidazol-5-yl)oxy)phenyl)amino)pyrimido[5,4-d]pyrimidin-2-yl)oxy)-8-azabicyclo[3.2.1]octane-8-carboxylate CC=1C=C(C=CC1OC1=CC2=C(N(C=N2)C)C=C1)NC1=NC=NC2=C1N=C(N=C2)OC2CC1CCC(C2)N1C(=O)OC(C)(C)C